C(=O)(O)CNCCS(=O)(=O)O N-[carboxymethyl]-2-aminoethanesulfonic acid